CN[C@H](C(=O)O)COCCC (2S)-2-(Methylamino)-3-propoxy-propanoic acid